COC1=CC=C2C=3C=CN=C(C3N(C2=C1)CCCO)C 3-(7-Methoxy-1-methyl-β-carbolin-9-yl)propanol